FC(C)(F)C1=NC(=CC(=N1)NC1=C(C=NC(=C1)NC(C)=O)C1=NC=CC(=C1)F)C N-(4'-((2-(1,1-difluoroethyl)-6-methylpyrimidin-4-yl)amino)-4-fluoro-[2,3'-bipyridin]-6'-yl)acetamide